(5R,8S)-N-(4-chlorophenyl)-6,7,8,9-tetrahydro-5H-5,8-epiminocyclohepta[d]pyrimidine-10-carboxamide ClC1=CC=C(C=C1)NC(=O)N1[C@@H]2CC[C@H]1CC=1N=CN=CC12